methyl 1-methyl-3-((3-(1-methyl-1H-pyrazol-4-yl) isoquinolin-8-yl) carbamoyl)-1H-pyrazole-4-carboxylate CN1N=C(C(=C1)C(=O)OC)C(NC=1C=CC=C2C=C(N=CC12)C=1C=NN(C1)C)=O